ClC=1C=C2CN(CC2=CC1OC)C(CC[C@@]1(C(NC(N1)=O)=O)C1CC1)=O (s)-5-(3-(5-chloro-6-methoxyisoindolin-2-yl)-3-oxopropyl)-5-cyclopropylimidazolidine-2,4-dione